2-[[(1R)-1-(6-Methyl-4-oxo-2-phenyl-chromen-8-yl)ethyl]amino]-5-(trifluoromethyl)benzoic acid CC=1C=C2C(C=C(OC2=C(C1)[C@@H](C)NC1=C(C(=O)O)C=C(C=C1)C(F)(F)F)C1=CC=CC=C1)=O